(4S,5R,6S)-3-(4-acetyl-phenyl)-6-((1'R)-hydroxyethyl)-4-methyl-7-oxo-1-aza-bicyclo[3.2.0]hept-2-ene-2-carboxylate C(C)(=O)C1=CC=C(C=C1)C1=C(N2C([C@H]([C@H]2[C@H]1C)CCO)=O)C(=O)[O-]